3-chloro-5-fluoro-4-(6-((6-((2-hydroxyethyl)(methyl)amino)pyrimidin-4-yl)amino)-1H-pyrazolo[4,3-c]pyridin-1-yl)benzonitrile ClC=1C=C(C#N)C=C(C1N1N=CC=2C=NC(=CC21)NC2=NC=NC(=C2)N(C)CCO)F